C(C)C=1C=C(OC(C)O)C=CC1 3-ethylphenoxyethanol